N-[6-(5-chloro-1,3-benzoxazol-2-yl)spiro[3.3]heptane-2-yl]-5-ethylsulfonyl-furan-2-carboxamide ClC=1C=CC2=C(N=C(O2)C2CC3(CC(C3)NC(=O)C=3OC(=CC3)S(=O)(=O)CC)C2)C1